C(C)OC(=O)C1=NN(C2=C1C(CC=1N=CC(=NC21)NC2=C(C=C(C(=C2)N2CCN(CC2)C)F)OC)CC)CCO Ethyl-8-((4-fluoro-2-methoxy-5-(4-methylpiperazin-1-yl)phenyl)amino)-1-(2-hydroxyethyl)-4,5-Dihydro-1H-pyrazolo[4,3-h]quinoxaline-3-carboxylic acid ethyl ester